COC1=C(CNC2=NC3=CC(=CC=C3C(=N2)NC(CO)(CCCC)C)C2=CC(=NC=C2CN(C)CCOC)SCC2=CC=C(C=C2)OC)C=CC(=C1)OC 2-((2-((2,4-Dimethoxybenzyl)amino)-7-(2-((4-methoxybenzyl)thio)-5-(((2-methoxyethyl)(methyl)amino)methyl)pyridin-4-yl)quinazolin-4-yl)amino)-2-methylhexan-1-ol